C1CNCC1C(=O)O beta-proline